Tris(dimethylaminopropyl)hexahydro-1,3,5-triazine CN(C)CCCN1CN(CN(C1)CCCN(C)C)CCCN(C)C